[Si].C1(CC1)C1=C(C=C(C(=O)NC(CC2CC2)(C)C2=NOC(=N2)C)C=C1)OCC(F)F (+)-4-cyclopropyl-N-[1-cyclopropyl-2-(5-methyl-1,2,4-Oxadiazol-3-yl)propan-2-yl]-3-(2,2-difluoroethoxy)benzamide Silicon